(1s,3s)-3-(5-(trifluoromethyl)-1H-pyrazol-1-yl)cyclobutyl ((2-(2,6-dioxopiperidin-3-yl)-4-fluoro-3-oxoisoindolin-5-yl)methyl)carbamate O=C1NC(CC[C@@H]1N1CC2=CC=C(C(=C2C1=O)F)CNC(OC1CC(C1)N1N=CC=C1C(F)(F)F)=O)=O